(S)-3-(1-hydroxypropan-2-yl)-8-(pyridin-3-yl)-6-(4-(trifluoromethyl)phenyl)pyrido[3,4-d]pyrimidin-4(3H)-one OC[C@H](C)N1C=NC2=C(C1=O)C=C(N=C2C=2C=NC=CC2)C2=CC=C(C=C2)C(F)(F)F